(Z)-1-(4-chlorophenyl)-2-phenylpentan-2-ene-1-one ClC1=CC=C(C=C1)C(\C(=C/CC)\C1=CC=CC=C1)=O